CN(C)CC1=NC2=C(C=CC=C2C=C1)NS(=O)(=O)C1=CC(=C(C=C1)F)F N-(2-((Dimethylamino)methyl)quinolin-8-yl)-3,4-difluorobenzenesulfonamide